NCC1=CC=C(C=C1)C=1C=C(C=NC1)S(=O)(=O)N1CCC2(CC(CO2)NC[C@@H](COC=2C=C(C=CC2)S(=O)(=O)NC)O)CC1 3-((2S)-3-(8-(5-(4-(aminomethyl)phenyl)pyridin-3-ylsulfonyl)-1-oxa-8-azaspiro[4.5]decan-3-ylamino)-2-hydroxypropoxy)-N-methylbenzenesulfonamide